(3,4-epoxy cyclohexyl-methyl)-3,4-epoxy-cyclohexanecarboxylate C1(CC2C(CC1)O2)COC(=O)C2CC1C(CC2)O1